CC(C(=O)OCC1CO1)=C glycidyl methylAcrylate